Ethyl 2-methyl-2-(2-methyl-4-((5-oxo-4-(4-(trifluoromethyl)phenyl)-4,5-dihydro-1H-1,2,4-triazol-1-yl)-methyl)phenoxy)propionate CC(C(=O)OCC)(C)OC1=C(C=C(C=C1)CN1N=CN(C1=O)C1=CC=C(C=C1)C(F)(F)F)C